1-(2-chlorophenyl)-N-[4-(2,4-dioxo-6-methyl-1H-benzo[1,2-b][1,4]diazepin-1-yl)phenyl]methanesulfonamide ClC1=C(C=CC=C1)CS(=O)(=O)NC1=CC=C(C=C1)N1C2=C(NC(CC1=O)=O)C(=CC=C2)C